(S)-1-(4-((4-(3-((2-(1-hydroxyethyl)-1H-imidazol-1-yl)methyl)isoxazol-5-yl)phenyl)ethynyl)benzyl)azetidin-3-carboxylic acid O[C@@H](C)C=1N(C=CN1)CC1=NOC(=C1)C1=CC=C(C=C1)C#CC1=CC=C(CN2CC(C2)C(=O)O)C=C1